pyridinium propylene oxide C1C(C)O1.[NH+]1=CC=CC=C1